N-[6-[4-[1-[3-chloro-5-cyano-4-[5-[[2-(2,6-dioxo-3-piperidyl)-1,3-dioxo-isoindolin-5-yl]amino]pentoxy]phenyl]-1-methyl-ethyl]phenyl]quinazolin-2-yl]methanesulfonamide ClC=1C=C(C=C(C1OCCCCCNC=1C=C2C(N(C(C2=CC1)=O)C1C(NC(CC1)=O)=O)=O)C#N)C(C)(C)C1=CC=C(C=C1)C=1C=C2C=NC(=NC2=CC1)NS(=O)(=O)C